Cl.N1(CCC1)CC1CN(C1)C(=O)C=1C=C(CC2=NNC(C3=CC=CC=C23)=O)C=CC1F 4-(3-(3-(azetidin-1-ylmethyl)azetidine-1-carbonyl)-4-fluorobenzyl)phthalazin-1(2H)-one hydrochloride